3,3'-((((3-(2-carboxy-2-(pyrrolidin-3-yl)ethyl)benzyl)azanediyl)bis(methylene))bis(pyrrolo[3,4-b]pyrrole-4,3-diyl))bis(2-(pyrrolidin-3-yl)propanoic acid) C(=O)(O)C(CC=1C=C(CN(CC=2N=CC3=NC=C(C32)CC(C(=O)O)C3CNCC3)CC=3N=CC2=NC=C(C23)CC(C(=O)O)C2CNCC2)C=CC1)C1CNCC1